diethylene glycol bis-(aminopropyl) ether NCCCOCCOCCOCCCN